C(C)(C)(C)OC(=O)N1[C@@H](C[C@H](C1)C(F)(F)F)C(=O)O (4R)-1-(tert-butoxycarbonyl)-4-(trifluoromethyl)-L-proline